BrC1=CC=C(C=C1)C1(CC2(C1)OCCO2)C(=O)O 2-(4-bromophenyl)-5,8-dioxaspiro[3.4]Octane-2-carboxylic acid